C(C)(C)(C)OC(=O)N1C[C@H](CC1)C(NC=1SC(=CN1)C1=CN=NC=C1)=O.COC1=CC=C(C(=O)NNC(=O)C2=CC=C(C(=O)N(C3=CC(=C(C(=C3)OC)OC)OC)CC3=CC=C(C=C3)OC)C=C2)C=C1 4-(2-(4-methoxybenzoyl)hydrazine-1-carbonyl)N-(4-methoxybenzyl)N-(3,4,5-trimethoxyphenyl)benzamide tert-butyl-(S)-3-((5-(pyridazin-4-yl)thiazol-2-yl)carbamoyl)pyrrolidine-1-carboxylate